OC1=C(C(=O)O)C(=CC(=C1[C@@H]1C=C(CC[C@H]1C(=C)C)C)O)CCC(CC)C 2,4-dihydroxy-3-[(1R,6R)-3-methyl-6-(prop-1-en-2-yl)cyclohex-2-en-1-yl]-6-(3-methylpentyl)benzoic acid